Triselenium Arsenic [As].[Se].[Se].[Se]